CC1(COCC1)NC1(NC=CC1C(=O)N)C(C=O)=O 2-((3-methyltetrahydrofuran-3-yl)amino)-2-(oxoacetyl)-1H-pyrrole-3-carboxamide